NC1=C(C(=O)NC[C@H](CO[Si](C2=CC=CC=C2)(C2=CC=CC=C2)C(C)(C)C)C)C=C(N=C1C=1C=NN(C1)C)C1=CC=C(C=C1)C(F)(F)F (R)-3-amino-N-(3-((tert-butyldiphenylsilyl)oxy)-2-methylpropyl)-6-(4-trifluoromethylphenyl)-2-(1-methyl-1H-pyrazol-4-yl)isonicotinamide